COC=1C=C(C=C(C1)OC)C1CC(C(CC1)C=O)=O 4-(3,5-dimethoxyphenyl)-2-oxocyclohexane-1-carbaldehyde